N1=CC(=C2N1C=CC=C2)B2OC(C)(C)C(C)(C)O2 pyrazolo[1,5-a]pyridin-3-ylboronic acid pinacol ester